NC([C@H](CCC(=O)OC(C)(C)C)N1C(C2=CC=CC(=C2C1)OCCOCCOCCOCCOC1=CC=C(C=C1)OC1=C(C=CC2=CC(=CC=C12)OCC1=CC=CC=C1)C1=CC=C(C=C1)S(=O)(=O)C)=O)=O tert-butyl (S)-5-amino-4-(4-(2-(2-(2-(2-(4-((6-(benzyloxy)-2-(4-(methylsulfonyl)phenyl)naphthalen-1-yl)oxy)phenoxy)ethoxy)ethoxy)ethoxy)ethoxy)-1-oxoisoindolin-2-yl)-5-oxopentanoate